FC(OC1=CC=C(C=C1)[C@@H](C(C)C)N1C[C@@H](N(C[C@H]1C)C=1C=2N=C(N(C2N2C(N1)=NN=C2)C[C@H]2OCCC2)C)C)F 4-((2S,5R)-4-((R)-1-(4-(difluoromethoxy)phenyl)-2-methylpropyl)-2,5-dimethylpiperazin-1-yl)-2-methyl-1-(((S)-tetrahydrofuran-2-yl)methyl)-1H-[1,2,4]triazolo[3,4-b]purine